NCC=1C=C(C=CC1)C1CCN(CC1)C(=O)C1=CC2=C(S1)C=CC=C2B(O)O 2-(4-(3-(aminomethyl)phenyl)piperidine-1-carbonyl)benzo[b]thiophen-4-ylboronic acid